C(CCCCCCCCCCC)NCCCCCCCCCCCC Didodecylamin